C(C)(C)(C)OC(=O)N[C@H]([C@@H](O)C(=O)OC(C)OCC)C1=CC=CC=C1 (2R,3S)-N-tert-Butoxycarbonyl-O-(1-ethoxyethyl)-3-phenylisoserine